N[C@H]1C(N(C2=C(C=CC=C2C1)CC1=C(C=CC=C1)Cl)C)=O (3R)-3-amino-8-((2-chlorophenyl)methyl)-1-methyl-1,2,3,4-tetrahydroquinolin-2-one